CC(=C[C@@H]1[C@H](C1(C)C)C(=O)OCC2=COC(=C2)CC3=CC=CC=C3)C 5-benzyl-3-furylmethyl (+)-trans-chrysanthemate